CC1(C=C(CC1)CC(C(=O)C1=CC=CC=C1)(F)F)C 3-(3,3-dimethylcyclopent-1-en-1-yl)-2,2-difluoro-1-phenylpropan-1-one